C(C)(C)(C)OC(C(=CC=1OC=CC1)NC1=NC=C(N=C1CC1=CC(=CC=C1)C)Br)=O ((5-bromo-3-(3-methylbenzyl)pyrazin-2-yl)amino)-3-(furan-2-yl)acrylic acid tert-butyl ester